NC1=C(C=C(C=C1)C1CN(CCC1)C(=O)OC(C)(C)C)C#N tert-Butyl 3-(4-amino-3-cyanophenyl)piperidine-1-carboxylate